N-(6-chloro-1-(3-(3,4-dihydroxyphenyl)prop-2-yn-1-yl)-3-methyl-2,4-dioxo-1,2,3,4-tetrahydropyrimidin-5-yl)-3-(p-tolyl)propanamide ClC1=C(C(N(C(N1CC#CC1=CC(=C(C=C1)O)O)=O)C)=O)NC(CCC1=CC=C(C=C1)C)=O